C(C)OC(CCNC=1C(=C2C=CN(C2=CC1)C1CCN(CC1)C(=O)OC(C)(C)C)F)=O tert-Butyl 4-(5-((3-ethoxy-3-oxopropyl)amino)-4-fluoro-1H-indol-1-yl)piperidine-1-carboxylate